2-bromo-1-(3-fluoro-4-(2-methoxyethoxy)phenyl)-4,4-dimethylpentan-1-one BrC(C(=O)C1=CC(=C(C=C1)OCCOC)F)CC(C)(C)C